ClC=1C=C(C=CC1)[C@@H](CO)N1C(C=C(C=C1)C=1C=C2C(=NNC2=CC1F)C1=CC(=NC=C1)C)=O (S)-1-(1-(3-chlorophenyl)-2-hydroxyethyl)-4-(6-fluoro-3-(2-methylpyridin-4-yl)-1H-indazol-5-yl)pyridin-2(1H)-one